dimethylaminopropyl-tripropoxysilane tert-Butyl-(5R)-3,3-difluoro-5-(3-methyl-2-oxopyrrolidin-1-yl)piperidine-1-carboxylate C(C)(C)(C)OC(=O)N1CC(C[C@H](C1)N1C(C(CC1)C)=O)(F)F.CN(C)CCC[Si](OCCC)(OCCC)OCCC